BrC(CCC(=O)OCCCCCCCCCCCCCCCCCCCC)C eicosyl 4-bromovalerate